[N+](#[C-])CC1=CC=C(C=C1)C1=CC=C(C=C1)C[N+]#[C-] 4,4'-bis(isocyanomethyl)-1,1'-biphenyl